4-n-Octadecylaniline CCCCCCCCCCCCCCCCCCC1=CC=C(C=C1)N